4-(2-((2-cyclopropyl-5-(piperazin-1-yl)pentyl)oxy)-5-(2-hydroxypropan-2-yl)phenyl)-6-methyl-1,6-dihydro-7H-pyrrolo[2,3-c]pyridin-7-one C1(CC1)C(COC1=C(C=C(C=C1)C(C)(C)O)C=1C2=C(C(N(C1)C)=O)NC=C2)CCCN2CCNCC2